4,5-thiazoledicarboxylic acid S1C=NC(=C1C(=O)O)C(=O)O